C(=O)(O)CNCCNCCN 1-(carboxymethyl)-diethylenetriamine